3-methyl-heneicosanoic acid CC(CC(=O)O)CCCCCCCCCCCCCCCCCC